C(C1=CC=CC=C1)OC(C1=CN=C(C=C1)\C=C\C(=O)OCC)=O.C(C)(=O)C=1C(=CC2=C(OCO2)C1)NC(CC1CCN(CC1)C(=O)C=1C=NN(C1)C)=O N-(6-acetylbenzo[d][1,3]dioxol-5-yl)-2-(1-(1-methyl-1H-pyrazole-4-carbonyl)piperidin-4-yl)acetamide benzyl-(E)-6-(3-ethoxy-3-oxoprop-1-en-1-yl)nicotinate